ClC1=NC2=CC=C(C=C2C=C1C(=O)O)Cl 2,6-dichloroquinoline-3-carboxylic acid